C1=CC=CC=2SC3=CC=CC=C3N(C12)C=1C=CC2=C3C1C=CC=C3C(C=3C=CC=CC23)=O 3-(10H-phenothiazin-10-yl)-7H-benzo[de]anthracen-7-one